ClC1=CC=CC=C1C(=O)O.BrC1=C(C(=O)OC)C(=CC=C1)Cl methyl 2-bromo-6-chlorobenzoate 6-chlorobenzoate